(6-amino-5-(3-hydroxy-2,6-dimethylphenyl)-2,3-dimethyl-5H-pyrrolo[2,3-b]pyrazin-7-yl)(2-methyl-2,4,6,7-tetrahydro-5H-pyrazolo[4,3-c]pyridin-5-yl)methanone NC1=C(C=2C(=NC(=C(N2)C)C)N1C1=C(C(=CC=C1C)O)C)C(=O)N1CC=2C(CC1)=NN(C2)C